Methyl (1S,3S)-3-((6-(5-(((3-cyclobutyl-1,2,4-oxadiazol-5-yl)amino)methyl)-1-methyl-1H-1,2,3-triazol-4-yl)-2-methylpyridin-3-yl)oxy)cyclohexane-1-carboxylate C1(CCC1)C1=NOC(=N1)NCC1=C(N=NN1C)C1=CC=C(C(=N1)C)O[C@@H]1C[C@H](CCC1)C(=O)OC